N1(CCNCC1)C=1C=CC(=NC1)C=1C=NN2C1N=CC=C2 3-(5-(piperazin-1-yl)pyridin-2-yl)pyrazolo[1,5-a]Pyrimidine